P(OCC(CCCC)CC)(OC1=CC=CC=C1)OC1=CC=CC=C1 2-Ethylhexyl diphenyl phosphite